N1=CN=CC(=C1)C1=CC(=CC2=C1N1C(=N2)COCC1)C(=O)N 6-pyrimidin-5-yl-3,4-dihydro-1H-[1,4]Oxazino[4,3-a]Benzimidazole-8-carboxamide